2-(3,5-dibromo-1H-pyrazol-1-yl)-N-methyl-N-(prop-2-en-1-yl)acetamide BrC1=NN(C(=C1)Br)CC(=O)N(CC=C)C